N=1OC(=C2C1C=CC=C2)C2=CC(=C(C(=O)N(C1=NC=CC3=CC=CC(=C13)C)[C@H]1CN(CCC1)C(=O)OC(C)(C)C)C=C2)F tert-butyl (R)-3-(4-(benzo[c]isoxazol-3-yl)-2-fluoro-N-(8-methylisoquinolin-1-yl)benzamido)piperidine-1-carboxylate